CN(C1CN(CC1)C=1C=C2C(=NC1)C=C(O2)C(=O)O)C 6-[3-(dimethylamino)pyrrolidin-1-yl]furo[3,2-b]pyridine-2-carboxylic acid